[Cl-].C(CCCCCC)[N+]1=CC=CC=C1 1-Heptylpyridinium chloride